(2S,4R)-1-[(2S)-2-(4-cyclopropyl-triazol-1-yl)-3,3-dimethyl-butyryl]-4-hydroxy-N-[(1R)-1-(5-isoquinolinyl)ethyl]pyrrolidine-2-carboxamide C1(CC1)C=1N=NN(C1)[C@H](C(=O)N1[C@@H](C[C@H](C1)O)C(=O)N[C@H](C)C1=C2C=CN=CC2=CC=C1)C(C)(C)C